N-(7-ethoxy-2-methyl-[1,2,4]triazolo[1,5-a]pyridin-6-yl)-1,1-diphenylmethanimine C(C)OC1=CC=2N(C=C1N=C(C1=CC=CC=C1)C1=CC=CC=C1)N=C(N2)C